(S)-3-((S)-4-methyl-2-(2-oxo-2-(phenylamino)acetamido)-pentanamido)-2-oxo-4-((S)-2-oxopyrrolidin-3-yl)butyl-diphenylphosphinate CC(C[C@@H](C(=O)N[C@H](C(CC1=C(C=CC=C1)P([O-])(=O)C1=CC=CC=C1)=O)C[C@H]1C(NCC1)=O)NC(C(NC1=CC=CC=C1)=O)=O)C